C(C)C=1C=CC(=C(C1)S(=O)(=O)NC1=NOC2=C1C=CC=C2C(=O)Cl)OC 3-(5-ethyl-2-methoxyphenylsulphonamido)benzo[d]isoxazole-7-carbonyl chloride